S(N)(OC[C@@H]1[C@H](C[C@@H](C1)NC1=NC=NC=C1C(=O)C=1SC(=C(C1)[C@@H](C1=CC(=CC=C1)Br)N)Cl)O)(=O)=O [(1R,2S,4R)-4-{[5-({4-[(R)-amino(3-bromophenyl)methyl]-5-chloro-2-thienyl}carbonyl)pyrimidin-4-yl]amino}-2-hydroxycyclopentyl]methyl sulfamate